Hexachloropalladium Cl[Pd](Cl)(Cl)(Cl)(Cl)Cl